CC(N)CC1=CNC=N1 α-methylhistamine